4-(2-methoxyphenyl)-1-(((R)-7-((2s,4R)-4-(methylamino)-2-phenylpiperidine-1-carbonyl)-7-azaspiro[4.5]dec-10-yl)methyl)pyridin-2(1H)-one COC1=C(C=CC=C1)C1=CC(N(C=C1)C[C@@H]1CCN(CC12CCCC2)C(=O)N2[C@@H](C[C@@H](CC2)NC)C2=CC=CC=C2)=O